sodium 2-naphthyl-sulfonate C1=C(C=CC2=CC=CC=C12)S(=O)(=O)[O-].[Na+]